C(#N)CC1N(CCNC1)C(=O)OCC1=CC=C(C=C1)C1=NC(=NC(=C1[N+](=O)[O-])CC1(CCCC2=CC=CC=C12)C(=O)OC)Cl 4-(2-Chloro-6-((1-(methoxycarbonyl)-1,2,3,4-tetrahydronaphthalen-1-yl)methyl)-5-nitropyrimidin-4-yl)-Benzyl 2-(cyanomethyl)piperazine-1-carboxylate